NCC1=CC=C(C=C1)CSC1=C(C(=NN1C(C1=C(C=CC=C1)OC)=O)C1C(OC1)C(F)(F)F)C#N 5-({[4-(aminomethyl)phenyl]methyl}sulfanyl)-1-(2-methoxybenzoyl)-3-[2-(trifluoromethyl)oxetan-3-yl]-1H-pyrazole-4-carbonitrile